N-phenyl-formamide C1(=CC=CC=C1)NC=O